ClC1=CC=C(CC2C(N(CC2)C=2N=NC(=CC2)C2=C(C=NC=C2)Cl)=O)C=C1 3-(4-chlorobenzyl)-1-(6-(3-chloropyridin-4-yl)pyridazin-3-yl)pyrrolidin-2-one